N1(N=NC=C1)CCC(=O)N1CC(=CCC1)C=1C=C(C2=C(C=C(O2)C(=O)N(C)C)C1)Br 5-(1-(3-(1H-1,2,3-triazol-1-yl)propanoyl)-1,2,5,6-tetrahydropyridin-3-yl)-7-bromo-N,N-dimethylbenzofuran-2-carboxamide